CN(C=1C(C(=O)O)=CC=CC1)C1=CC(=CC=C1)C N-methyl-N-(3-methylphenyl)anthranilic acid